1-(17-mercaptoheptadecyl)imidazole SCCCCCCCCCCCCCCCCCN1C=NC=C1